N-(4-((5-(benzyloxy)-3-fluoro-2-(o-tolyl)-1H-indol-1-yl)methyl)phenethyl)cyclopropylamine C(C1=CC=CC=C1)OC=1C=C2C(=C(N(C2=CC1)CC1=CC=C(CCNC2CC2)C=C1)C1=C(C=CC=C1)C)F